CN(C)C(COCCO)N(C)C ethylene glycol bis-dimethylaminoethyl ether